5-(tosylmethyl)-pyrrolidine-1-carboxylate S(=O)(=O)(C1=CC=C(C)C=C1)CC1CCCN1C(=O)[O-]